F[P-](F)(F)(F)(F)F.[O-][N+]1=C(C=CC=C1)SC(=[N+](C)C)N(C)C 2-S-(1-oxido-2-pyridinyl)-1,1,3,3-tetramethylthiouronium hexafluorophosphate